1-(3-(4-amino-1-isopropyl-1H-pyrazolo[3,4-d]pyrimidin-3-yl)-5-methyl-1H-pyrazol-1-yl)ethan-1-one NC1=C2C(=NC=N1)N(N=C2C2=NN(C(=C2)C)C(C)=O)C(C)C